6-Bromo-4-(1-bromoethyl)phthalazin-1(2H)-one BrC=1C=C2C(=NNC(C2=CC1)=O)C(C)Br